C(=O)(OC(C)(C)C)N[C@@H](CC1=C(C=CC=C1)Cl)C(=O)O Boc-2-chloro-L-phenylalanine